COC([C@H](C(C)C)N(C(=O)N1CCN(CCC1)C(=O)OCC1=CC=CC=C1)C)=O benzyl (S)-4-((1-methoxy-3-methyl-1-oxobutan-2-yl) (methyl) carbamoyl)-1,4-diazepane-1-carboxylate